tert-butyl ((R)-2-((S)-2-(((1-aminoisoquinolin-6-yl)methyl)carbamoyl)azetidin-1-yl)-1-cyclohexyl-2-oxoethyl)carbamate NC1=NC=CC2=CC(=CC=C12)CNC(=O)[C@H]1N(CC1)C([C@@H](C1CCCCC1)NC(OC(C)(C)C)=O)=O